2-(2,6-difluorophenyl)-2-methylpropanenitrile FC1=C(C(=CC=C1)F)C(C#N)(C)C